C(CCCCCCCCCCCCCCCCC)OC(C(O)CC(=O)[O-])=O.[Na+].C1(CC1)NC1=NC=C(C=N1)/C(=C/C=1C=C(C(=O)N[C@@H]2[C@H](CCCC2)O)C=CC1F)/F 3-{(Z)-2-[2-(cyclopropylamino)pyrimidin-5-yl]-2-fluorovinyl}-4-fluoro-N-[(1S,2S)-2-hydroxycyclohexyl]benzamide sodium stearyl-malate